(S)-1-(4-((4-((S)-2-acetoxy-3-chloropropoxy)-3-chlorophenyl)sulfonyl)-2-chlorophenoxy)-3-methoxypropan-2-yl acetate C(C)(=O)O[C@H](COC1=C(C=C(C=C1)S(=O)(=O)C1=CC(=C(C=C1)OC[C@@H](CCl)OC(C)=O)Cl)Cl)COC